C(C1=CC=CC=C1)OC(=O)[C@H]1C[C@H](CCC1)NC(=O)OC(C)(C)C (1R,3S)-3-((tert-butoxycarbonyl)amino)cyclohexane-1-carboxylic acid benzyl ester